O-((1R,3R)-3-(2-(5,6,7,8-tetrahydro-1,8-naphthyridin-2-yl)ethyl)cyclobutyl)-N-(5,6,7,8-tetrahydronaphthalene-1-carbonyl)-L-homoserine N1=C(C=CC=2CCCNC12)CCC1CC(C1)OCC[C@H](NC(=O)C1=CC=CC=2CCCCC12)C(=O)O